bromosulfobutylamine BrNCCCCS(=O)(=O)O